C(C)(C)(C)OC(=O)N(C=1SC(=C(N1)C(=O)OCC)C[C@@H](CO[Si](C1=CC=CC=C1)(C1=CC=CC=C1)C(C)(C)C)C)C ethyl 2-{[(tert-butoxy)carbonyl](methyl)amino}-5-[(2S)-3-[(tert-butyldiphenylsilyl)oxy]-2-methylpropyl]-1,3-thiazole-4-carboxylate